CN1C2(C(NC3=CC=CC=C13)=O)CNC(C2)C(=O)O 1'-methyl-3'-oxo-3',4'-dihydro-1'H-spiro[pyrrolidine-3,2'-quinoxaline]-5-carboxylic acid